N-(1-acetylpiperidin-4-yl)-5-fluoro-4-(3-oxo-5,6,7,8-tetrahydro[1,2,4]triazolo[4,3-a]pyridin-2(3H)-yl)-2-[(2S)-pent-2-yloxy]benzamide C(C)(=O)N1CCC(CC1)NC(C1=C(C=C(C(=C1)F)N1N=C2N(CCCC2)C1=O)O[C@@H](C)CCC)=O